4-oxo-4-{3-(trifluoromethyl)-5,6-dihydro-[1,2,4]triazolo[4,3-a]pyrazin-7(8H)-yl}-1-(2,4,5-trifluorophenyl)butan-2-one O=C(CC(CC1=C(C=C(C(=C1)F)F)F)=O)N1CC=2N(CC1)C(=NN2)C(F)(F)F